N1C=2C(CCC1=O)=CNC2 1H,2H,3H,4H,6H-pyrrolo[3,4-b]pyridin-2-one